COC1=CC=CC=2C(=C(OC21)C(=O)NC2=CC=C(C=C2)C(NC2=CC=C(C=C2)C=2OC=CN2)=O)C 7-Methoxy-3-methyl-N-(4-{[4-(1,3-oxazol-2-yl)phenyl]carbamoyl}phenyl)-1-benzofuran-2-carboxamid